CC(C(=O)O)CSC1=C(C(=NC=C1)C(C)C)N.COC(CCSC1=C(C(=NC=C1)CC(C)C)N)=O 3-(3-amino-2-isobutylpyridin-4-ylsulfanyl)propionic acid methyl ester (methyl 3-(3-amino-2-isopropylpyridin-4-ylthio) propanoate)